N[C@H](C)C1=C(C(=C(C=C1)C(C)=O)OCC)C 1-{4-[(1R)-1-aminoethyl]-2-ethoxy-3-methylphenyl}ethan-1-one